C1(CCCCC1)N(C)C=1C=C2OC=3C=C(C(=CC3C3(C2=CC1)OC(=O)C1=CC=CC=C13)NC1=CC=C(C=C1)C(C)(C)C1=CC=C(C=C1)NC1=CC=3C2(C4=CC=C(C=C4OC3C=C1C)N(C)C1CCCCC1)OC(=O)C1=CC=CC=C12)C 2,2-bis{4-[6'-(cyclohexyl-N-methylamino)-3'-methyl-spiro[phthalide-3,9'-xanthene]-2'-ylamino]phenyl}propane